16-Hydroxy-pentacosanoic acid OC(CCCCCCCCCCCCCCC(=O)O)CCCCCCCCC